1-(trifluoromethyl)-2-oxabicyclo[2.1.1]hexan-4-amine FC(C12OCC(C1)(C2)N)(F)F